deaza-pseudouridin [C@@H]1([C@H](O)[C@H](O)[C@@H](CO)O1)C1=CCC(=O)NC1=O